(R)-1-(3-(6-chloro-7-fluoro-3-(1H-imidazol-1-yl)-5-methoxy-1-methyl-1H-indol-2-yl)-1H-1,2,4-triazol-5-yl)-N-(2-methoxyethyl)-N-methylethan-1-amine ClC1=C(C=C2C(=C(N(C2=C1F)C)C1=NNC(=N1)[C@@H](C)N(C)CCOC)N1C=NC=C1)OC